C=CC (2S,4S)-1-propen